(S)-7-(1-(4-Hydroxybut-2-ynoyl)piperidin-4-yl)-2-(4-phenoxyphenyl)-4,5,6,7-tetrahydropyrazolo[1,5-a]pyrimidine-3-carboxamide OCC#CC(=O)N1CCC(CC1)[C@@H]1CCNC=2N1N=C(C2C(=O)N)C2=CC=C(C=C2)OC2=CC=CC=C2